CS(=O)Cl methanesulfinic chloride